C(C)(C)(C)OC(NCCC#C)=O but-3-yn-1-yl-carbamic acid tert-butyl ester